CS(=O)(=O)C1=CC=CC2=CC(=CC=C12)OC 1-methylsulfonyl-6-methoxynaphthalene